para-hydroxybenzene lithium [Li].OC1=CC=CC=C1